BrC1=C(N=CS1)C(CCO)OC1OCCCC1 3-(5-bromo-1,3-thiazol-4-yl)-3-(oxan-2-yloxy)propan-1-ol